(1S,5R)-3-((trimethylsilyl)oxy)-8-azabicyclo[3.2.1]oct-2-ene-8-carboxylic acid tert-butyl ester C(C)(C)(C)OC(=O)N1[C@@H]2C=C(C[C@H]1CC2)O[Si](C)(C)C